COCCN1C=NC(=C1)C1=CN(C2=CC=C(C=C12)NC(C=C)=O)C1=CC=C(C=C1)C(F)(F)F N-(3-(1-(2-methoxyethyl)-1H-imidazol-4-yl)-1-(4-(trifluoromethyl)phenyl)-1H-indol-5-yl)acrylamide